butyl 4-(2,6-dioxo-3-piperidyl)-3-oxo-piperazine-1-carboxylate O=C1NC(CCC1N1C(CN(CC1)C(=O)OCCCC)=O)=O